C1(=CC=CC=C1)SN1[C@@H](CN(CC1)C(=O)[O-])C(CNC1=C(C=C(C=C1)S(=O)(=O)N)S(=O)(=O)C(F)(F)F)(C)C (R)-4-(phenylthio)-3-((4-aminosulfonyl-2-((trifluoromethyl)sulfonyl)phenyl)amino tert-Butyl)piperazine-1-carboxylate